FC=1C=C2C=C(NC2=CC1)C(=O)N1CCOCC1 (5-Fluoro-1H-indol-2-yl)(morpholinyl)methanone